4-((4-butylphenyl)ethynyl)-1-isothiocyanatobenzene C(CCC)C1=CC=C(C=C1)C#CC1=CC=C(C=C1)N=C=S